naphthaloyl-trifluoroacetone C1(=CC=CC2=CC=CC=C12)C(=O)CC(=O)C(F)(F)F